(2S)-2-[[2-(3-chloro-4-methylsulfonyl-anilino)-5-[5-(trifluoromethyl)-1,3,4-oxadiazol-2-yl]pyrimidin-4-yl]amino]-2-phenyl-ethanol ClC=1C=C(NC2=NC=C(C(=N2)N[C@H](CO)C2=CC=CC=C2)C=2OC(=NN2)C(F)(F)F)C=CC1S(=O)(=O)C